FC1=C(C=CC=C1C(F)(F)F)[C@@H]1N(OCC1)C1=CC(=NC=N1)NC1=C(C=C(C=C1)N1CCC(CC1)N1CCN(CC1)C)OC (R)-6-(3-(2-fluoro-3-(trifluoromethyl)phenyl)isoxazolidin-2-yl)-N-(2-methoxy-4-(4-(4-methylpiperazin-1-yl)piperidin-1-yl)phenyl)pyrimidin-4-amine